[(2R,3R,4R,5R,6R)-5-acetamido-3,4-diacetoxy-6-[2-[2-[2-[2-(2-hydroxyethoxy)ethoxy]-ethoxy]ethoxy]ethoxy]tetrahydropyran-2-yl]methyl acetate C(C)(=O)OC[C@H]1O[C@H]([C@@H]([C@H]([C@H]1OC(C)=O)OC(C)=O)NC(C)=O)OCCOCCOCCOCCOCCO